OC(CC(C)(C)C)C=1C=C(C(=O)N2CC3(C4=CC(=CC=C24)NS(=O)(=O)C)CCC2(CC3)CC2)C=CC1 N-(1''-(3-(1-hydroxy-3,3-dimethylbutyl)benzoyl)dispiro[cyclopropane-1,1'-cyclohexane-4',3''-indolin]-5''-yl)methanesulfonamide